N-(4-(2-(2,4-Dioxotetrahydropyrimidin-1(2H)-yl)-3-methylpyridin-4-yl)benzyl)-5-(8-(7-isopropyl-1,3-dimethyl-2-oxo-2,3-dihydro-1H-benzo[d]imidazol-5-yl)isoquinolin-3-yl)picolinamide O=C1N(CCC(N1)=O)C1=NC=CC(=C1C)C1=CC=C(CNC(C2=NC=C(C=C2)C=2N=CC3=C(C=CC=C3C2)C2=CC3=C(N(C(N3C)=O)C)C(=C2)C(C)C)=O)C=C1